propyl-pyrrole bis(trifluoromethanesulfonyl)imide salt [N-](S(=O)(=O)C(F)(F)F)S(=O)(=O)C(F)(F)F.C(CC)C=1NC=CC1